N-trans-cinnamyl-N-methyl-(1-naphthylmethyl)amine hydrochloride CN(C/C=C/C1=CC=CC=C1)CC2=CC=CC3=CC=CC=C32.Cl